(E)-1-(2-Hydroxy-4,6-dimethoxyphenyl)-3-(4-methoxy-3-methylphenyl)prop-2-en-1-one OC1=C(C(=CC(=C1)OC)OC)C(\C=C\C1=CC(=C(C=C1)OC)C)=O